tert-Butyl (4R)-4-[(7-cyano-2-ethoxycarbonyl-2,3-dihydro-1H-inden-5-yl)oxymethyl]-2,2-dimethyl-1,3-oxazolidine-3-carboxylate C(#N)C=1C=C(C=C2CC(CC12)C(=O)OCC)OC[C@H]1N(C(OC1)(C)C)C(=O)OC(C)(C)C